(R)-1-(2-((3-(3,4-bis(benzyloxy)phenoxy)-2-hydroxypropyl)amino)ethyl)guanidin C(C1=CC=CC=C1)OC=1C=C(OC[C@@H](CNCCNC(=N)N)O)C=CC1OCC1=CC=CC=C1